(R)-4-(8-(3-aminopyrrolidin-1-yl)-3-(6-fluoro-1-(2-hydroxy-2-methylpropyl)-1H-benzo[d][1,2,3]triazol-5-yl)imidazo[1,2-a]pyrazin-2-yl)-2-fluorobenzonitrile N[C@H]1CN(CC1)C=1C=2N(C=CN1)C(=C(N2)C2=CC(=C(C#N)C=C2)F)C2=CC1=C(N(N=N1)CC(C)(C)O)C=C2F